C1(=CC=C(C=C1)C1=NC(=NC(=N1)C1=CC=CC=C1)N1C2=CC=CC=C2C2=CC=C3C(=C12)N(C=1C=CC=CC13)C1=CC=CC=C1)C1=CC=CC=C1 11-(4-[1,1'-biphenyl]-4-yl-6-phenyl-1,3,5-triazin-2-yl)-11,12-dihydro-12-phenyl-indolo[2,3-a]carbazole